S1C(=CC=C1)CC(=O)N 2-(2-thienyl)acetamid